CN1N=CC=2C1=NC(=CC2)C(C)=O 1-(1-methyl-1H-pyrazolo[3,4-b]pyridin-6-yl)ethan-1-one